2,4,6-trimethyl-2,4,6-tris-(4-hydroxyphenyl)-heptane CC(C)(CC(CC(C)(C1=CC=C(C=C1)O)C)(C1=CC=C(C=C1)O)C)C1=CC=C(C=C1)O